1-n-butyl-5-sec-butyl-4-hydroxy-3-isopropyl-pyrazole C(CCC)N1N=C(C(=C1C(C)CC)O)C(C)C